Cl.Cl.COC(=O)[C@H]1NCC[C@@H]1NC1=NC=C(C=C1C)C (2S,3S)-3-(3,5-dimethylpyridin-2-ylamino)pyrrolidine-2-carboxylic acid methyl ester dihydrochloride